F[C@H]1CC=2N(N=C(N2)C(CC)=O)[C@@H]1C1=CC=CC=C1 |r| 1-[rac-(5R,6S)-6-fluoro-5-phenyl-6,7-dihydro-5H-pyrrolo[1,2-b][1,2,4]triazol-2-yl]propan-1-one